tert-butyl 3-(5-cyclopropyl-3-(3-(1-(o-tolyl)cyclopropyl)-1,2,4-oxadiazol-5-yl)-1H-pyrazol-1-yl)propanoate C1(CC1)C1=CC(=NN1CCC(=O)OC(C)(C)C)C1=NC(=NO1)C1(CC1)C1=C(C=CC=C1)C